2-methyl-5-((2-methylpyridin-4-yl)methoxy)benzofuran-3-carboxylic acid CC=1OC2=C(C1C(=O)O)C=C(C=C2)OCC2=CC(=NC=C2)C